C(C)C1=NOC=C1 3-ethylisoxazole